acetic acid 3-phenylpropyl ester C1(=CC=CC=C1)CCCOC(C)=O